COC(CCCCCNC(C(=O)O)=O)=O 2-((6-methoxy-6-oxohexyl)amino)-2-oxoacetic acid